(5-methyl-2-oxo-1,3-dioxol-4-yl)methyl (3-chloro-5-methylbenzyl)(2,5-dimethoxyphenethyl)carbamate ClC=1C=C(CN(C(OCC=2OC(OC2C)=O)=O)CCC2=C(C=CC(=C2)OC)OC)C=C(C1)C